NC=1C=C(C=C(C1O)[N+](=O)[O-])S(=O)(=O)O 3-amino-4-hydroxy-5-nitrobenzenesulfonic acid